BrC=1C=C(N(C2=CC(=CC=C2)C2=CC=3C4=CC=CC=C4C4=CC=CC=C4C3C=C2)C2=CC=CC=C2)C=CC1 3-bromo-N-phenyl-N-(3-(triphenylen-2-yl)phenyl)aniline